2,4,6-tri((E)-4-ethynylstyryl)-1,3,5-triazine C(#C)C1=CC=C(/C=C/C2=NC(=NC(=N2)\C=C\C2=CC=C(C=C2)C#C)\C=C\C2=CC=C(C=C2)C#C)C=C1